BrC1=CC=CS1 5-Bromothiophene